(2S,4R)-1-[(2S)-2-[4-[2-(6-azaspiro[3.5]nonan-6-yl)ethyl]triazol-1-yl]-3,3-dimethyl-butanoyl]-4-hydroxy-N-methyl-pyrrolidine-2-carboxamide C1CCC12CN(CCC2)CCC=2N=NN(C2)[C@H](C(=O)N2[C@@H](C[C@H](C2)O)C(=O)NC)C(C)(C)C